FC1=CC=C(C=C1)S(=NC(C)(CC(C)(C)C)C)NS(=O)(=O)C1=CC=C(C=C1)[N+](=O)[O-] N-(S-(4-Fluorophenyl)-N-(2,4,4-trimethylpentan-2-yl)sulfinimidoyl)-4-nitrobenzenesulfonamide